5-bromo-3-methyl-1,7-naphthyridin-2(1H)-one BrC1=C2C=C(C(NC2=CN=C1)=O)C